ethyl 1-(2-(1-benzylpiperidin-4-yl)ethyl)-4-(6,8-dichloro-4-oxo-4H-chromen-3-yl)-6-methyl-2-oxo-1,2,3,4-tetrahydropyrimidine-5-carboxylate C(C1=CC=CC=C1)N1CCC(CC1)CCN1C(NC(C(=C1C)C(=O)OCC)C1=COC2=C(C=C(C=C2C1=O)Cl)Cl)=O